C(CC)(=O)N1CC1 N-Propionylaziridine